6-Methyl-3-oxo-2,3-dihydro-pyridazine-4-carboxylic acid CC=1C=C(C(NN1)=O)C(=O)O